5-CYCLOPROPOXY-4-FORMYL-N-METHYLNICOTINAMIDE C1(CC1)OC=1C=NC=C(C(=O)NC)C1C=O